chloropropyl-dibutyl-methoxysilane tert-butyl-6-(bis(4H-benzo[d][1,3]dioxin-6-yl)methyl)-2-azaspiro[3.3]heptane-2-carboxylate C(C)(C)(C)OC(=O)N1CC2(C1)CC(C2)C(C2=CC1=C(OCOC1)C=C2)C2=CC1=C(OCOC1)C=C2.ClCCC[Si](OC)(CCCC)CCCC